C(C)(C)(C)OC(NC1(CC1)COC1=C(C=C2C(=CC=NC2=C1)OC=1C=NC(=CC1)N)C(NC)=O)=O 1-(((4-((6-Aminopyridin-3-yl)oxy)-6-(methylcarbamoyl)quinolin-7-yl)oxy)methyl)cyclopropylcarbamic acid tert-butyl ester